1-(2-oxaspiro[3.3]hept-6-yl)piperidine-4-carboxamide C1OCC12CC(C2)N2CCC(CC2)C(=O)N